ClCC[As](OCCC)(OCCC)=O dipropyl (2-chloroethyl)arsonate